N-(4-(3-amino-6-(difluoromethyl)-7-(pyrimidin-2-yl)-1H-pyrazolo[4,3-c]pyridin-4-yl)benzyl)-5-fluoro-2-methoxybenzamide NC1=NNC2=C1C(=NC(=C2C2=NC=CC=N2)C(F)F)C2=CC=C(CNC(C1=C(C=CC(=C1)F)OC)=O)C=C2